N-(2-bromoethyl)-1,3-dimethylimidazolidine-2-imine BrCCN=C1N(CCN1C)C